[N+](=O)([O-])C1=CC=C(CN2C3CC3CC2)C=C1 2-(4-nitrobenzyl)-2-azabicyclo[3.1.0]hexan